BrC1=NC(=CC(=C1OCOC)C1=CC(=C(C=C1)N1C(N(C=C1)C)=O)Cl)C 1-(4-(2-bromo-3-(methoxymethoxy)-6-methylpyridin-4-yl)-2-chlorophenyl)-3-methyl-1,3-dihydro-2H-imidazol-2-one